4-{(S)-2-(4-ethylthiazol-2-yl)-2-[(S)-2-(methoxycarbonyl)-4-methylpentanoylamino]Ethyl}phenylaminosulfonic acid C(C)C=1N=C(SC1)[C@H](CC1=CC=C(C=C1)NS(=O)(=O)O)NC([C@H](CC(C)C)C(=O)OC)=O